Cl.C(C)N1N=CC(=C1)C=1C=C(C(=NC1)C=1SC=2N=C(SC2N1)N(C1CCNCC1)C)O 5-(1-ethyl-1H-pyrazol-4-yl)-2-{5-[methyl(piperidin-4-yl)amino][1,3]thiazolo[5,4-d][1,3]thiazol-2-yl}pyridin-3-ol hydrochloride